tert-Butyl 4-[2,2-dimethylpropanoyl-[2-oxo-2-[[(3R)-2-oxospiro[1H-pyrrolo[2,3-b]pyridine-3,2'-indane]-5'-yl]amino]ethyl]amino]-3,4-dihydro-1H-isoquinoline-2-carboxylate CC(C(=O)N(C1CN(CC2=CC=CC=C12)C(=O)OC(C)(C)C)CC(NC=1C=C2C[C@@]3(CC2=CC1)C(NC1=NC=CC=C13)=O)=O)(C)C